2-(Fmoc-Amino)ethyl bromide C(=O)(OCC1C2=CC=CC=C2C2=CC=CC=C12)NCCBr